7-Ethyl-4-(4-fluoro-3-(4-(methoxymethyl)-1-methyl-1H-benzo[d]imidazol-5-yl)phenyl)-7H-imidazo[4,5-c]pyridazine C(C)N1C=NC2=C1N=NC=C2C2=CC(=C(C=C2)F)C2=C(C1=C(N(C=N1)C)C=C2)COC